(3S)-11-(2,4-difluorophenyl)-3-(methyl(2,2,2-trifluoroethyl)amino)-8-((s)-2-methylpiperazin-1-yl)-10-(trifluoromethyl)-3,4-dihydro-2H,6H-[1,4]thiazepino[2,3,4-ij]quinazolin-6-one FC1=C(C=CC(=C1)F)C1=C(C=C2C(=NC(N3C2=C1SC[C@H](C3)N(CC(F)(F)F)C)=O)N3[C@H](CNCC3)C)C(F)(F)F